Tert-butyl (3R,4R)-3-fluoro-4-[[5-(trifluoromethyl)-4-trimethylstannyl-pyrimidin-2-yl]amino]piperidine-1-carboxylate F[C@@H]1CN(CC[C@H]1NC1=NC=C(C(=N1)[Sn](C)(C)C)C(F)(F)F)C(=O)OC(C)(C)C